FC1=C2CN(C(C2=CC=C1CN1CCN(CC1)C1=CC=C(C=C1)[C@@H]1[C@@H](CCC2=CC(=CC=C12)O)C1=CC=CC=C1)=O)C1C(NC(CC1)=O)=O 3-(4-fluoro-5-((4-(4-((1S,2R)-6-hydroxy-2-phenyl-1,2,3,4-tetrahydronaphthalen-1-yl)phenyl)piperazin-1-yl)methyl)-1-oxoisoindolin-2-yl)piperidine-2,6-dione